6-chloro-N-(2,4-dimethylphenyl)-2-(2-pyridyl)-5-(trifluoromethyl)-4-pyrimidinamine ClC1=C(C(=NC(=N1)C1=NC=CC=C1)NC1=C(C=C(C=C1)C)C)C(F)(F)F